C(CC(=C)C)N1CC(CC1)=O isopentenyl-3-pyrrolidone